CN(C(C(=C)C)=O)CC(C)O N-Methyl-N-(2-hydroxy-2-methylethyl)methacrylamide